1-(4-(6-chloro-8-fluoro-2-(2-(1-methyl-1H-imidazol-2-yl)ethoxy)-7-(5-methyl-1H-indazol-4-yl)quinazolin-4-yl)piperazin-1-yl)prop-2-en-1-one ClC=1C=C2C(=NC(=NC2=C(C1C1=C2C=NNC2=CC=C1C)F)OCCC=1N(C=CN1)C)N1CCN(CC1)C(C=C)=O